C(#N)C(CCC(=O)O)(C)SC(=S)SCC1=CC=CC=C1 4-cyano-4-(phenylmethylsulfanyl-thiocarbonyl)sulfanyl-pentanoic acid